COC1=NC=NC=C1B(O)O 4-METHOXYPYRIMIDIN-5-YLBORONIC ACID